FC=1C(=C(C=CC1F)C1CCN(CC1)C(=O)C=1C2=C(NN1)CN(C2)CC)C(F)(F)F (4-(3,4-difluoro-2-(trifluoromethyl)phenyl)piperidin-1-yl)(5-ethyl-1,4,5,6-tetrahydropyrrolo[3,4-c]pyrazol-3-yl)methanone